1-phenyl-3-(p-toluenesulfonyl)-3-(trimethylsilyl)propan-1-one copper indium gallium [Ga].[In].[Cu].C1(=CC=CC=C1)C(CC([Si](C)(C)C)S(=O)(=O)C1=CC=C(C)C=C1)=O